FC1=C(C=CC=C1)N1C=NC2=C1C1=C(OC2=O)C=CC=C1 1-(2-fluorophenyl)-[1]benzopyrano[3,4-d]imidazol-4(1H)-one